C1(CC1)CN1C(=CC=2C1=NC(=CC2)C2=CC=C1C=NNC1=C2F)C2=NN1C(C=CC(=C1)C(=O)N1C3CCC(C1)[C@H]3N)=C2C (7R)-2-{2-[1-(Cyclopropylmethyl)-6-(7-fluoro-1H-indazol-6-yl)-1H-pyrrolo[2,3-b]pyridin-2-yl]-3-methylpyrazolo[1,5-a]pyridine-6-carbonyl}-2-azabicyclo[2.2.1]heptan-7-amine